hydrogendicarbonate C(=O)(O)OC(=O)[O-]